NCC(=O)NCC(=O)OC(C)(C)C tert-butyl 2-[(2-aminoacetyl)amino]acetate